C(C)(C)(C)OC(=O)NCCCCCO 5-(N-tert-butyloxycarbonylamino)-1-pentanol